3-(5-(2-(cyclopropylpyrimidin-5-yl)-1H-pyrrolo[2,3-b]pyridine-3-carbonyl)-2,4-difluorophenyl)propane-1-sulfonamide C1(CC1)C1=NC=C(C=N1)C1=C(C=2C(=NC=CC2)N1)C(=O)C=1C(=CC(=C(C1)CCCS(=O)(=O)N)F)F